COC1=C(C(=CC=C1)OCC1=CC=C(C=C1)OC)C1=CC(=NN1)NC=1C(=NC=CN1)C#N ((5-(2-methoxy-6-((4-methoxyphenyl)methoxy)phenyl)-1H-pyrazol-3-yl)amino)pyrazine-2-carbonitrile